C1(=CC=C(C=C1)N(C=1C=C(C=C(C1)Br)C1=CC=CC=C1)C1=CC=CC=C1)C1=CC=CC=C1 N-([1,1'-biphenyl]-4-yl)-5-bromo-N-phenyl-[1,1'-biphenyl]-3-amine